ClC1=NC(=NC(=C1)OC1CCC(CC1)C(F)(F)F)C 4-chloro-2-methyl-6-{[(1r,4r)-4-(trifluoromethyl)-cyclohexyl]oxy}pyrimidine